CN(C\C=C/1\C(N(CC1C)C1=CC2=C(N=CN=C2NC2=CC=C(C=C2)OC2=CC3=C(N(N=N3)C)C=C2)C=N1)=O)C (3E)-3-[2-(dimethylamino)ethylidene]-4-methyl-1-[4-({4-[(1-methyl-1,2,3-benzotriazol-5-yl)oxy]phenyl}amino)pyrido[3,4-d]pyrimidin-6-yl]pyrrolidin-2-one